C(C1=CC=CC=C1)C1=CC=C(C=C1)C benzyl-4-methylbenzene